C(CCC)C1=NC2(C(N1CC1=CC=C(C=C1)C1=C(C=CC(=C1)OC1=CC=CC=C1)C1=NN=NN1)=O)CCCC2 2-Butyl-3-((5'-phenoxy-2'-(1H-tetrazol-5-yl)-[1,1'-biphenyl]-4-yl)methyl)-1,3-diazaspiro[4.4]non-1-en-4-one